ethoxyethylphosphonate C(C)OCCP([O-])([O-])=O